(2R)-2-[tert-butoxycarbonyl-(methyl)amino]-2-phenyl-acetic acid C(C)(C)(C)OC(=O)N([C@@H](C(=O)O)C1=CC=CC=C1)C